N1(CCC1)C1=NN=C(C2=CC=C(C=C12)NC(C=C)=O)N1C[C@@H](CC1)NC=1N=NC(=CN1)C#C[Si](C)(C)C (R)-N-(4-(azetidin-1-yl)-1-(3-((6-((trimethylsilyl)ethynyl)-1,2,4-triazin-3-yl)amino)pyrrolidin-1-yl)phthalazin-6-yl)acrylamide